5-hydroxy-2-((5-(trifluoromethyl)isoindolin-2-yl)methyl)-4H-pyran-4-one OC=1C(C=C(OC1)CN1CC2=CC=C(C=C2C1)C(F)(F)F)=O